Methyl (3E)-2,2-dimethyl-3-(3-trimethylsilylprop-2-ynylidene)pyrrolidine-1-carboxylate CC/1(N(CC\C1=C/C#C[Si](C)(C)C)C(=O)OC)C